C(CCCCCCCCCCCCCCCCCCC)(=O)O.OCC(O)CO.OCC(O)CO.OCC(O)CO.OCC(O)CO.OCC(O)CO pentaglycerin eicosanoate